COC1=CC=C(C=C1)CN(C1=CC(=C(C(=N1)C1=C(C(=C2C(NC(=NC2=C1F)Cl)=O)F)Cl)C(F)(F)F)C)CC1=CC=C(C=C1)OC 7-[6-[bis[(4-methoxyphenyl)methyl]amino]-4-methyl-3-(trifluoromethyl)-2-pyridyl]-2,6-dichloro-5,8-difluoro-3H-quinazolin-4-one